4-[3-[1-(2,6-dioxo-3-piperidyl)-3-methyl-2-oxo-benzimidazol-5-yl]propoxy]benzaldehyde O=C1NC(CCC1N1C(N(C2=C1C=CC(=C2)CCCOC2=CC=C(C=O)C=C2)C)=O)=O